4-amino-7-{(1R)-1-[1-(2-fluorophenyl)-1H-pyrazol-4-yl]propyl}-5-[2-(trifluoromethyl)pyrimidin-5-yl]pyrrolo[2,1-f][1,2,4]triazine-6-carbonitrile NC1=NC=NN2C1=C(C(=C2[C@H](CC)C=2C=NN(C2)C2=C(C=CC=C2)F)C#N)C=2C=NC(=NC2)C(F)(F)F